1,2,3-propanetriyl tris(12-hydroxyoctadecanoate) OC(CCCCCCCCCCC(=O)OCC(COC(CCCCCCCCCCC(CCCCCC)O)=O)OC(CCCCCCCCCCC(CCCCCC)O)=O)CCCCCC